O[C@H]1CC2CC[C@H]3[C@@H]4CC[C@H]([C@@H](CCC(=O)[O-])C)[C@]4(CC[C@@H]3[C@]2(CC1)C)C 3alpha-hydroxycholanate